C1(=CC(=C(C(=C1[2H])[2H])[2H])[2H])C1=C(C(=C(C(=C1[2H])[2H])[2H])[2H])[2H] 1,1'-biphenyl-2',3,3',4,4',5,5',6,6'-d9